CN1C(CCCC1)CCO 2-(1-Methylpiperidin-2-yl)ethan-1-ol